F[C@H]1[C@H](C1)NC(=O)C=1C=NN2C1N=C(C=C2NC)NC=2C(N(C=CC2)C([2H])([2H])[2H])=O N-((1S,2R)-2-fluorocyclopropyl)-5-((1-(methyl-d3)-2-oxo-1,2-dihydropyridin-3-yl)amino)-7-(methylamino)pyrazolo[1,5-a]pyrimidine-3-carboxamide